NC1=NC=CC=C1C1=NC=2C(=NC(=CC2)C2=CC=CC=C2)N1C1=CC=C(C=C1)C1CN(C1)C(C)C1=CC=C(C(=O)OC)C=C1 methyl 4-[1-[3-[4-[2-(2-amino-3-pyridyl)-5-phenyl-imidazo[4,5-b]pyridin-3-yl]phenyl]azetidin-1-yl]ethyl]benzoate